OCCOCCOCCNC(CCCC=CCC=CCC=CCC=CCCCCC)=O N-(2-(2-(2-hydroxyethoxy)ethoxy)ethyl)icosa-5,8,11,14-tetraenamide